IC1=CC=C2C=NNC2=C1 6-iodo-1H-indazole